tert-butyl N-[3-[4-[3-(3-methoxy-4-nitro-pyrazol-1-yl)propyl] piperazin-1-yl]propoxy]-N-methyl-carbamate COC1=NN(C=C1[N+](=O)[O-])CCCN1CCN(CC1)CCCON(C(OC(C)(C)C)=O)C